ClC1=CC=C(CN2C3(CN(C3)C3=NC=NC=C3)C(N(CC2=O)C(C)C)=O)C=C1 5-(4-chlorobenzyl)-8-isopropyl-2-(pyrimidin-4-yl)-2,5,8-triazaspiro-[3.5]nonane-6,9-dione